3-{2-Ethyl [(diphenylmethylene)amino]pyridin-3-yl}propanoate C(C)C1=NC=CC(=C1CCC(=O)[O-])N=C(C1=CC=CC=C1)C1=CC=CC=C1